C(C)OC(C1=C(N=C(C=C1Cl)C(F)(F)F)O)=O 4-chloro-2-hydroxy-6-(trifluoromethyl)nicotinic acid ethyl ester